trans-8'-Bromo-7'-fluoro-3'-methyl-3-(1-phenylethoxy)spiro[cyclobutane-1,1'-pyrrolo[2,3-c]quinolin]-2'(3'H)-one BrC1=CC=2C3=C(C=NC2C=C1F)N(C(C31CC(C1)OC(C)C1=CC=CC=C1)=O)C